N-[2-[bis(2-hydroxyethyl)amino]ethyl]-N'-(carboxymethyl)-N,N'-ethylenedi-glycine OCCN(CCN(CC(=O)O)CCN(CC(=O)O)CC(=O)O)CCO